CCC(C)(C)[O-].[K+] potassium tert-amylate